NC(C(=O)O)C(C)(SSCCNC(=O)C)C D-2-amino-3-methyl-3-((2-acetaminoethyl)dithio)butyric acid